tetramethylhexadecane-1,2,3-triol CC(C(C(O)(C)C)(O)C)(CCCCCCCCCCCCC)O